hexaethyl-phosphorous acid triamide C(C)N(P(N(CC)CC)N(CC)CC)CC